ClC=1C(=CN(C1Cl)S(=O)(=O)C(C)C)C(=O)NCC1=NC=C2C=CC(=NC2=C1)C1=NC(=CC=C1)N1C[C@@H](O[C@@H](C1)C)C 4,5-dichloro-N-((2-(6-((cis)-2,6-dimethylmorpholino)pyridin-2-yl)-1,6-naphthyridin-7-yl)methyl)-1-(isopropylsulfonyl)-1H-pyrrole-3-carboxamide